N-(1-(6-(5-(1-(3,5-dichloropyridin-4-yl)ethoxy)-1H-indazol-3-yl)pyridazin-3-yl)-3-methylazetidin-3-yl)-2-(dimethylamino)acetamide ClC=1C=NC=C(C1C(C)OC=1C=C2C(=NNC2=CC1)C1=CC=C(N=N1)N1CC(C1)(C)NC(CN(C)C)=O)Cl